2-(2,5-dihydroxy-4-sulfobenzamido)isophthalic acid OC1=C(C(=O)NC2=C(C(=O)O)C=CC=C2C(=O)O)C=C(C(=C1)S(=O)(=O)O)O